lithium germanium (oxy) sulfide O=S.[Ge].[Li]